FC(C1=CC=C(N=N1)CN1CC2(CN(C2)C(=O)N2CC3(C2)NC(OC3)=O)C1)(F)F 2-[6-[[6-(trifluoromethyl)pyridazin-3-yl]methyl]-2,6-diazaspiro[3.3]heptane-2-carbonyl]-7-oxa-2,5-diazaspiro[3.4]octan-6-one